ClC=1C=CC(=NC1)N1C(N([C@H](C1)C#N)C1=CN=CC2=CC=CC=C12)=O (R)-1-(5-chloropyridin-2-yl)-3-(isoquinolin-4-yl)-2-oxoimidazolidine-4-carbonitrile